tert-Butyl 3-(6-(4-chlorophenoxy)-pyridin-3-yl)azetidine-1-carboxylate ClC1=CC=C(OC2=CC=C(C=N2)C2CN(C2)C(=O)OC(C)(C)C)C=C1